NC(C(=O)NC)CC1=CC(=CC(=C1)Br)Br 2-amino-3-(3,5-dibromophenyl)-N-methylpropanamide